COCCO[SiH](OCCOC)OCCOC tri(β-methoxyethoxy)silane